5-hydroxypent-1-yn OCCCC#C